6-((((S)-1-cyclobutylethyl)amino)methyl)-3-fluoro-N-(3-((1s,3R)-3-methyl-1-(4-methyl-4H-1,2,4-triazol-3-yl)cyclobutyl)phenyl)imidazo[1,2-a]pyridine-8-carboxamide C1(CCC1)[C@H](C)NCC=1C=C(C=2N(C1)C(=CN2)F)C(=O)NC2=CC(=CC=C2)C2(CC(C2)C)C2=NN=CN2C